sodium eicosanoate sulfate S(=O)(=O)([O-])O.C(CCCCCCCCCCCCCCCCCCC)(=O)O.[Na+]